dicyclohexyl-{3,6-dimethoxy-2-[2,4,6-tris(propan-2-yl)phenyl]phenyl}phosphine tri[hexadecyl]phosphite C(CCCCCCCCCCCCCCC)OP(OCCCCCCCCCCCCCCCC)OCCCCCCCCCCCCCCCC.C1(CCCCC1)P(C1=C(C(=CC=C1OC)OC)C1=C(C=C(C=C1C(C)C)C(C)C)C(C)C)C1CCCCC1